5-[1-(5-amino-2-pyridyl)-3-(trifluoromethyl)pyrazol-4-yl]-N-[3-chloro-4-[4-[(2-oxopiperazin-1-yl)methyl]piperidine-1-carbonyl]phenyl]-1-methyl-imidazole-2-carboxamide NC=1C=CC(=NC1)N1N=C(C(=C1)C1=CN=C(N1C)C(=O)NC1=CC(=C(C=C1)C(=O)N1CCC(CC1)CN1C(CNCC1)=O)Cl)C(F)(F)F